N[C@@H]1CN(CCC1)C=1C2=C(N=C(N1)OC[C@]13CCCN3C[C@@H](C1)F)C(=C(N=C2)C2=CC(=CC1=CC=C(C(=C21)CC)F)O)F 4-(4-((S)-3-Aminopiperidin-1-yl)-8-fluoro-2-(((2R,7aS)-2-fluorotetrahydro-1H-pyrrolizin-7a(5H)-yl)methoxy)pyrido[4,3-d]pyrimidin-7-yl)-5-ethyl-6-fluoronaphthalen-2-ol